COC(C(C)(N1N=NC(=C1)C(NCC=1SC(=NN1)C1=CC=NC=C1)=O)C)=O.C(=O)NC1=CC=C(C=C1)C(C(F)(F)F)(C(F)(F)F)C1=CC=C(C=C1)NC=O 2,2-bis(4-formamidophenyl)hexafluoropropane methyl-2-methyl-2-(4-(((5-(pyridin-4-yl)-1,3,4-thiadiazol-2-yl)methyl)carbamoyl)-1H-1,2,3-triazol-1-yl)propanoate